ClC1=CC=C(C=C1)C=1CCCC2=C(C1C1=CC=C(C=C1)N1CCC(CC1)C=O)C=CC(=C2)C(=O)O 8-(4-chlorophenyl)-9-(4-(4-formylpiperidin-1-yl)phenyl)-6,7-dihydro-5H-benzo[7]annulene-3-carboxylic acid